3-(R)-(2,2-difluoroethoxy)pyrrolidine hydrochloride Cl.FC(CO[C@H]1CNCC1)F